ClC1=NNC(=C1C1=NC2=CC(=CC=C2C(=C1)C(C)C)F)C 2-(3-Chloro-5-methyl-1H-pyrazol-4-yl)-7-fluoro-4-isopropylquinolin